Benzyl (2R)-2-hydroxy-3-[6-(trifluoromethyl)-3-pyridyl]propanoate O[C@@H](C(=O)OCC1=CC=CC=C1)CC=1C=NC(=CC1)C(F)(F)F